C(C)(C)(C1=CC=CC=C1)C1=CC=C(C=C1)S(=O)(=O)OC1=C(C=CC=C1)NC(=O)NC1=CC(=CC=C1)OS(=O)(=O)C1=CC=C(C=C1)C(C)(C)C1=CC=CC=C1 N-[2-(p-cumylbenzenesulfonyloxy)phenyl]-N'-[3-(p-cumylbenzenesulfonyloxy)phenyl]urea